C(C)C1=C(N=C(C(=N1)C(=O)N)NC1=CC(=CC=C1)OCCCNC(C#C)=O)NC1CCOCC1 6-ethyl-3-((3-(3-propiolamidopropoxy)phenyl)amino)-5-((tetrahydro-2H-pyran-4-yl)amino)pyrazine-2-carboxamide